[Na+].C(CCC\C=C/C\C=C/C\C=C/C\C=C/CCCCC)(=O)[O-] arachidonic acid sodium salt